CN1CCC(CC1)C1=CC=2C(=NC=CC2C2CCN(CC2)C(=O)OC(C)(C)C)N1 tert-butyl 4-[2-(1-methylpiperidin-4-yl)-1H-pyrrolo[2,3-b]pyridin-4-yl]piperidine-1-carboxylate